NC1=C2N=CN(C2=NC(=N1)F)[C@H]1C[C@@H]([C@@](O1)(C#C)CO[P@](=O)(OC1=CC=CC=C1)N[C@@H](C)C(=O)OC(C)C)OC(=O)OCCCCCCC Isopropyl ((S)-(((2R,3S,5R)-5-(6-amino-2-fluoro-9H-purin-9-yl)-2-ethynyl-3-(((heptyloxy)carbonyl)oxy) tetrahydrofuran-2-yl)methoxy)(phenoxy)phosphoryl)-L-alaninate